3-butylpiperidine C(CCC)C1CNCCC1